C(C)(C)(C)C=1C=C(C=C(C1)C(C(F)(F)F)(C(F)(F)F)O)C1=C(N=C(S1)C1=NN=C(O1)CC(C(=O)OC)(C)C)C(=O)N1CCC(CC1)F methyl 3-(5-(5-(3-(tert-butyl)-5-(1,1,1,3,3,3-hexafluoro-2-hydroxypropan-2-yl) phenyl)-4-(4-fluoropiperidine-1-carbonyl) thiazol-2-yl)-1,3,4-oxadiazol-2-yl)-2,2-dimethylpropionate